1-[2-(Trimethoxysilyl)ethyl]-3,3'-decamethylenebis(5-amino-1,2,4-triazole) CO[Si](CCC(CCCCCCCCCC1=NNC(=N1)N)C1=NNC(=N1)N)(OC)OC